tris-(3-tolyl) phosphate P(=O)(OC=1C=C(C=CC1)C)(OC=1C=C(C=CC1)C)OC=1C=C(C=CC1)C